di-tert-butyl 2,2'-(tetradeca-6,8-diynedioyl)bis(hydrazine-1-carboxylate) C(CCCCC#CC#CCCCCC(=O)NNC(=O)OC(C)(C)C)(=O)NNC(=O)OC(C)(C)C